CC1=CC=CC(=N1)C=1OC(=NN1)N1[C@H](C2=C(CC1)NC=N2)C2=NN1C(C=CC=C1)=C2 (R)-2-(6-methylpyridin-2-yl)-5-(4-(pyrazolo[1,5-a]pyridin-2-yl)-1,4,6,7-tetrahydro-5H-imidazo[4,5-c]pyridin-5-yl)-1,3,4-oxadiazole